NC1=C(C=C(C=N1)C1=NN2C(=C1)[C@@]1(CN(CC1)C(=O)NC1(CCC1)C1=CC(=CC=C1)F)OCC2)C(F)(F)F |r| (rac)-2-[6-amino-5-(trifluoromethyl)pyridin-3-yl]-N-[1-(3-fluorophenyl)cyclobutyl]-6,7-dihydrospiro[pyrazolo[5,1-c][1,4]oxazine-4,3'-pyrrolidine]-1'-carboxamide